NC1=C(C=2C=C(C=3N(C2N1C1=C(C(=CC=C1)OC)Cl)N=CN3)C)C#N 7-amino-8-(2-chloro-3-methoxyphenyl)-4-methyl-8H-pyrrolo[3,2-e][1,2,4]triazolo[1,5-a]pyridine-6-carbonitrile